C(C)(=O)N1CSC([C@H]1C(=O)O)(C)C (4R)-3-acetyl-5,5-dimethyl-thiazolidine-4-carboxylic acid